tert-butyl 4-[5-(2,6-dioxo-3-piperidyl)-3-fluoro-2-pyridyl]piperidine-1-carboxylate O=C1NC(CCC1C=1C=C(C(=NC1)C1CCN(CC1)C(=O)OC(C)(C)C)F)=O